C(=O)=[Ru+2]=C=O biscarbonylruthenium (II)